3,5-dimethylmorpholine hydrochloride Cl.CC1NC(COC1)C